C[C@@H](CF)CCC |r| dl-(±)-β-methylpentyl-fluorine